2-(2-(2-bromonaphthalen-1-yl)phenyl)-4,6-diphenyl-1,3,5-triazine BrC1=C(C2=CC=CC=C2C=C1)C1=C(C=CC=C1)C1=NC(=NC(=N1)C1=CC=CC=C1)C1=CC=CC=C1